2-(4-chloro-7-fluoro-6-(4-(piperazin-1-yl)phenyl)-2H-indazol-2-yl)-2-(6,7-dihydro-5H-pyrrolo[1,2-c]Imidazol-1-yl)-N-(thiazol-2-yl)acetamide hydrochloride Cl.ClC=1C2=CN(N=C2C(=C(C1)C1=CC=C(C=C1)N1CCNCC1)F)C(C(=O)NC=1SC=CN1)C1=C2N(C=N1)CCC2